C12(CC(C1)C2)N2N=NC(=C2)[C@H](C2=C1C=CC=NC1=CC=C2)NC=2C=C1C(=C(C=NC1=C(C2)C#N)C#N)NCC(C)(C)C (S)-6-(((1-(bicyclo[1.1.1]pentan-1-yl)-1H-1,2,3-triazol-4-yl)(quinolin-5-yl)methyl)amino)-4-(neopentylamino)quinoline-3,8-dicarbonitrile